OCC(CC(=O)NC1=C(C=C(C=C1C)C)C)N1CC=2CN(CC2C1)C1=CC=C(C=C1)OC(F)(F)F 4-hydroxy-3-{5-[4-(trifluoromethoxy)phenyl]-1H,2H,3H,4H,5H,6H-pyrrolo[3,4-c]pyrrol-2-yl}-N-(2,4,6-trimethylphenyl)butanamide